2,4,6-tris(α,α-dimethylbenzyl)phenyl ether CC(C1=CC=CC=C1)(C)C1=C(C(=CC(=C1)C(C1=CC=CC=C1)(C)C)C(C1=CC=CC=C1)(C)C)OC1=C(C=C(C=C1C(C1=CC=CC=C1)(C)C)C(C1=CC=CC=C1)(C)C)C(C1=CC=CC=C1)(C)C